2-(4-bromophenyl)ethane-1-ol BrC1=CC=C(C=C1)CCO